2-(cyanomethyl)-3-(1H-imidazol-4-yl)cyclopropane C(#N)CC1CC1C=1N=CNC1